F[B-](F)(F)F.C(C)[N+]1(CCCC1)CC N,N-diethyl-pyrrolidinium tetrafluoroborate